diglycidyl-trimethylolpropane C(C1CO1)C(C(CO)(CO)CO)(C)CC1CO1